(R)-7-(4-bromo-3-(trifluoromethyl)benzoyl)-2-(((S)-but-3-en-2-yl)amino)-6-methyl-3-(4-methyl-4H-1,2,4-triazol-3-yl)-5,6,7,8-tetrahydropyrido[3,4-d]pyrimidin-4(3H)-one BrC1=C(C=C(C(=O)N2CC=3N=C(N(C(C3C[C@H]2C)=O)C2=NN=CN2C)N[C@@H](C)C=C)C=C1)C(F)(F)F